tert-butyl (2R,3S)-3-((tert-butyldimethylsilyl)oxy)-2-(3-(4,5-dichloro-1H-benzo[d]imidazol-1-yl)propyl)piperidine-1-carboxylate [Si](C)(C)(C(C)(C)C)O[C@@H]1[C@H](N(CCC1)C(=O)OC(C)(C)C)CCCN1C=NC2=C1C=CC(=C2Cl)Cl